N-[3-(1H-benzo[d]imidazol-2-yl)phenyl]-5-(pyrimidin-2-yl)pyridin-2-amine N1C(=NC2=C1C=CC=C2)C=2C=C(C=CC2)NC2=NC=C(C=C2)C2=NC=CC=N2